BrCC1CCN(CC1)C(=O)OC(C)(C)C tert-Butyl 4-(Bromomethyl)piperidine-1-carboxylate